(1R,3R)-3-((R)-7-(4-Bromo-3-(trifluoromethyl)benzoyl)-2-(isopropylamino)-6-methyl-4-oxo-5,6,7,8-tetrahydropyrido[3,4-d]pyrimidin-3(4H)-yl)-N-methylcyclopentanecarboxamide BrC1=C(C=C(C(=O)N2CC=3N=C(N(C(C3C[C@H]2C)=O)[C@H]2C[C@@H](CC2)C(=O)NC)NC(C)C)C=C1)C(F)(F)F